trisilyl phosphate P(=O)(O[SiH3])(O[SiH3])O[SiH3]